FC(C(=O)O)(F)F.BrC=1C(N(C(=CC1OCC1=C(C=C(C=C1)F)F)C)CC1=NC(=NC=C1)OC)=O 3-bromo-4-[(2,4-difluorobenzyl)oxy]-1-[(2-methoxypyrimidin-4-yl)methyl]-6-methylpyridin-2(1H)-one trifluoroacetate